NC1=NC(=NC=C1C(=O)NC1=CC=C(C=C1)F)N1CCN(CC1)C1=NC=CC=C1 4-amino-N-(4-fluorophenyl)-2-(4-(pyridin-2-yl)piperazin-1-yl)pyrimidine-5-carboxamide